isobutylene carbamate C(N)(O)=O.CC(C)=C